N1=CN=C2NC=NC2=C1C=1C(=NC=CC1)NC=1C=C(C=CC1C)NC(CC1OCCCCC1)=O N-(3-((3-(9H-purin-6-yl)pyridin-2-yl)amino)-4-methylphenyl)-2-(oxepan-2-yl)acetamide